C(C)(C)(C)OC(=O)N1CC2=CC=CC(=C2CC1)NN=C(C1=CC=CC=C1)C1=CC=CC=C1 5-(2-(diphenylmethylene)hydrazino)-3,4-dihydroisoquinoline-2(1H)-carboxylic acid tert-butyl ester